5-amino-1-isopropyl-3-(4-((4-(trifluoromethyl)pyridin-2-yl)carbamoyl)phenyl)-1H-pyrazole-4-formamide NC1=C(C(=NN1C(C)C)C1=CC=C(C=C1)C(NC1=NC=CC(=C1)C(F)(F)F)=O)C(=O)N